(S)-4-(2-Benzylmorpholino)-N-iso-pentyl-1H-benzo[d]imidazole-1-carboxamide C(C1=CC=CC=C1)[C@@H]1OCCN(C1)C1=CC=CC=2N(C=NC21)C(=O)NCCC(C)C